2-fluoro-5-(2-fluoro-6-morpholinopyridin-4-yl)-4-methylaniline FC1=C(N)C=C(C(=C1)C)C1=CC(=NC(=C1)N1CCOCC1)F